N1=CN=CC(=C1)C1=CC2=C(C(=CO2)CNC2CNCC2)C=C1C1=CC=C(C#N)C=C1 4-(6-(pyrimidin-5-yl)-3-((pyrrolidin-3-ylamino)methyl)benzofuran-5-yl)benzonitrile